(2S,5R)-2-Hydroperoxy-2-isopropyl-5-methylcyclohexan-1-one O(O)[C@]1(C(C[C@@H](CC1)C)=O)C(C)C